N1(CCNCC1)C1=NC=C(C=N1)ON1C(CCCC1=O)=O ((2-(piperazin-1-yl)pyrimidin-5-yl)oxy)piperidine-2,6-dione